(2S,3R,4S,5S)-5-(4-fluorophenyl)-2,4-dimethyl-4-nitro-3-phenylpyrrolidine-2-carboxylic acid methyl ester COC(=O)[C@]1(N[C@H]([C@]([C@@H]1C1=CC=CC=C1)([N+](=O)[O-])C)C1=CC=C(C=C1)F)C